ClC1=C(C=C(C(=C1Cl)Cl)Cl)COCC1=C(C(=C(C(=C1)Cl)Cl)Cl)Cl 2,3,4,5-Tetrachlorophenylmethyl Ether